(8-bromo-3-vinylimidazo[1,2-a]pyridin-2-yl)methanol BrC=1C=2N(C=CC1)C(=C(N2)CO)C=C